CN(CC1=CC(=C(C=C1)B1OC(C(O1)(C)C)(C)C)C)C N,N-dimethyl-1-(3-methyl-4-(4,4,5,5-tetramethyl-1,3,2-dioxaborolan-2-yl)phenyl)methanamine